[Ru].ClC=1C(=C2CCC1C2)Cl dichloro(norbornadiene) ruthenium